5-chloro-3-((3,5-dichlorophenylimino)-methyl)-2-hydroxyphenyl 4-methylbenzoate CC1=CC=C(C(=O)OC2=C(C(=CC(=C2)Cl)C=NC2=CC(=CC(=C2)Cl)Cl)O)C=C1